tert-Butyl (2S,4S)-2-((6-bromo-3-methylpyridin-2-yl)carbamoyl)-4-methylpyrrolidine-1-carboxylate BrC1=CC=C(C(=N1)NC(=O)[C@H]1N(C[C@H](C1)C)C(=O)OC(C)(C)C)C